N1(CCC1)[C@@H](CNS(=O)(=O)C1=CC=C2C=CNC2=C1)C1=NN(C2=CC=CC=C12)C (S)-N-(2-(azetidin-1-yl)-2-(1-methyl-1H-indazol-3-yl)ethyl)-1H-indole-6-sulfonamide